CCS(=O)(=O)NC1=NC=CN=C1CNC1=NC(=NC=C1)NC=1C=C2CCNCC2=CC1 methyl-N-(3-(((2-((1,2,3,4-tetrahydroisoquinolin-6-yl)amino)pyrimidin-4-yl)amino)methyl)pyrazin-2-yl)methanesulfonamide